4,4-dimethyl-5-((4-methylquinolin-2-yl)methyl)-3-phenyl-4,5-dihydroisoxazole CC1(C(=NOC1CC1=NC2=CC=CC=C2C(=C1)C)C1=CC=CC=C1)C